COP(=O)(OC)NCCCC dimethoxyphosphoryl-n-butylamine